C(C1=CC=CC=C1)(=O)C(C(O)Br)CBr 2-benzoyl-1,3-dibromopropanol